FC1=CC=C(CN2C=C(C3=CC(=CC=C23)C2=CC(=NO2)C(=O)O)C#N)C=C1 5-(N-p-fluorobenzyl-3-cyanoindol-5-yl)isoxazole-3-carboxylic acid